NC=1C=NN(C1)C1CCS(CC1)(=NC)=O (1S,4s)-4-(4-amino-1H-pyrazol-1-yl)-1-(methylimino)hexahydro-1λ6-thiopyran 1-oxide